Ethyl (S)-3-(trans-4-aminocyclohexyl)butanoate hydrochloride Cl.N[C@@H]1CC[C@H](CC1)[C@H](CC(=O)OCC)C